(S)-N2,N2-dimethylpropane-1,2-diamine CN([C@H](CN)C)C